NC1=CC2=C(S1)C(C(CC2)(CC2CC2)C#N)=O 2-Amino-6-cyano-6-(cyclopropylmethyl)-7-oxo-4,5,6,7-tetrahydrobenzo[b]thiophene